(2,3-Dihydro-4H-benzo[b][1,4]oxazin-4-yl)(5-(1-methyl-1H-pyrazol-4-yl)-pyridin-3-yl)methanone O1C2=C(N(CC1)C(=O)C=1C=NC=C(C1)C=1C=NN(C1)C)C=CC=C2